CC(C)(C)OC(=O)N1CC(CC1)C=1C=NC(=CC1)N 3-(6-aminopyridin-3-yl)tetrahydropyrrole-1-carboxylic acid-2-methylpropan-2-yl ester